N-(5-Cyano-4-((2-methoxyethyl)amino)pyridin-2-yl)-7-formyl-6-((3-carbonyl-1,4-oxazepin-4-yl)methyl)-3,4-dihydro-1,8-naphthyridin C(#N)C=1C(=CC(=NC1)N1CCCC2=CC(=C(N=C12)C=O)CN1C(COC=CC1)=C=O)NCCOC